C(C)OC(CC1=CC(=C(C(=C1)F)C=1C(=NC(=CC1)OCC1=CC=CC=C1)OCC1=CC=CC=C1)F)=O 2-(4-(2,6-bis(benzyloxy)pyridin-3-yl)-3,5-difluorophenyl)acetic acid ethyl ester